tripropoxy(4-vinylbenzyl)silane 2-bromo-5-oxo-4,5-dihydrothieno[3,2-b]pyridine-6-carboxylate BrC1=CC=2NC(C(=CC2S1)C(=O)O)=O.C(CC)O[Si](CC1=CC=C(C=C1)C=C)(OCCC)OCCC